1-allyl-3-propyltriethoxysilane C(C=C)CCC[Si](OCC)(OCC)OCC